(chloromethyl)-5-(difluoromethoxy)-1-methyl-3-(trifluoromethyl)-1H-pyrazole ClCC=1C(=NN(C1OC(F)F)C)C(F)(F)F